N-(6-((8''-methyl-1'',5''-dioxo-1'',5''-dihydro-2''H-dispiro[cyclopropane-1,1'-cyclohexane-4',3''-imidazo[1,5-a]pyridine]-6''-yl)amino)pyrimidin-4-yl)cyclopropanecarboxamide CC1=C2N(C(C(=C1)NC1=CC(=NC=N1)NC(=O)C1CC1)=O)C1(NC2=O)CCC2(CC1)CC2